P1=PP=CC=C1 triphosphorin